CS(=O)(=O)SCCCCCC(=O)O 6-(methylsulfonylthio)hexanoic acid